C1(CC1)C1=NC=NC(=C1C=1N=CC2=C(N1)C(=NN2)CC2=CC=C(C=C2)C=2N(C=C(N2)C(F)(F)F)C(C)C)OC(F)F 5-(4-cyclopropyl-6-(difluoromethoxy)pyrimidin-5-yl)-3-(4-(1-isopropyl-4-(trifluoromethyl)-1H-imidazol-2-yl)benzyl)-1H-pyrazolo[4,3-d]pyrimidine